1,5-dihydro-3-methyl-5-oxo-1-phenyl-4H-pyrazole CC1=NN(C(C1)=O)C1=CC=CC=C1